NC1=C(C(=NC=N1)OC1=C(C=C(C=C1)NC(=O)C=1C=NN(C1C(F)(F)F)C=1C=NN(C1)C)F)Cl N-[4-(6-amino-5-chloro-pyrimidine-4-yl)oxy-3-fluoro-phenyl]-1-(1-methylpyrazol-4-yl)-5-(trifluoromethyl)pyrazole-4-carboxamide